4'-(2-(2-cyclopropylphenyl)pyrrolidin-1-yl)-N-((4-(((4-fluorotetrahydro-2H-pyran-4-yl)methyl)amino)-3-nitrophenyl)sulfonyl)-[1,1'-biphenyl]-4-carboxamide C1(CC1)C1=C(C=CC=C1)C1N(CCC1)C1=CC=C(C=C1)C1=CC=C(C=C1)C(=O)NS(=O)(=O)C1=CC(=C(C=C1)NCC1(CCOCC1)F)[N+](=O)[O-]